4-(2-(4-chlorophenyl)-4,6-dimethoxy-3-oxo-2,3-dihydrobenzofuran-2-yl)-4-(3-fluorophenyl)-2-((trimethylsilyl)oxy)butyronitrile ClC1=CC=C(C=C1)C1(OC2=C(C1=O)C(=CC(=C2)OC)OC)C(CC(C#N)O[Si](C)(C)C)C2=CC(=CC=C2)F